(3-aminophenyl)(4-isopropylphenyl)methanol NC=1C=C(C=CC1)C(O)C1=CC=C(C=C1)C(C)C